FC=1C=C2C(=C(NC2=C(C1)F)C1=CC=C(C=C1)F)C1CCC(CC1)N 4-[5,7-difluoro-2-(4-fluorophenyl)-1H-indol-3-yl]Cyclohexylamine